(R)-N-(6-chloro-3-hydroxy-2-methylphenyl)-4-methoxy-2-((3-methyl-4-((1-methylpyrrolidin-3-yl)oxy)phenyl)amino)pyrimidine-5-carboxamide ClC1=CC=C(C(=C1NC(=O)C=1C(=NC(=NC1)NC1=CC(=C(C=C1)O[C@H]1CN(CC1)C)C)OC)C)O